ClC=1C=CC2=C(NC(=N2)N2N=C(C(=C2O)C2OC(C3=CC=CC=C23)=O)C)C1Cl 3-(1-(6,7-dichloro-1H-benzo[d]imidazol-2-yl)-5-hydroxy-3-methyl-1H-pyrazol-4-yl)isobenzofuran-1(3H)-one